tert-Butyl (S)-2-[4-(4-bromophenyl)-2,3,9-trimethyl-6H-thieno[3,2-f][1,2,4]triazolo[4,3-a][1,4]diazepin-6-yl]acetate BrC1=CC=C(C=C1)C1=N[C@H](C=2N(C3=C1C(=C(S3)C)C)C(=NN2)C)CC(=O)OC(C)(C)C